(S)-2-((3,3-dimethyl-1-oxo-1,3-dihydroisobenzofuran-5-yl)amino)-4-((2-hydroxy-1-phenylethyl)amino)pyrimidine-5-carboxylic acid CC1(OC(C2=CC=C(C=C12)NC1=NC=C(C(=N1)N[C@H](CO)C1=CC=CC=C1)C(=O)O)=O)C